C(#N)C1=C(C(=CC(=N1)NC(N(CC1=NNC(=C1)C(F)(F)F)C=1C=NC(=NC1)OC)=O)F)F 3-(6-Cyano-4,5-difluoropyridin-2-yl)-1-(2-methoxypyrimidin-5-yl)-1-((5-(trifluoromethyl)-1H-pyrazol-3-yl)methyl)urea